C(C)S(=O)(=O)C1=C(C(=C(C=C1CCCCC)O)C1=C(C=CC(=C1)C)C(=C)C)O 3-(ethylsulfonyl)-5'-methyl-4-pentyl-2'-(prop-1-en-2-yl)-[1,1'-biphenyl]-2,6-diol